N(N)C(CNC(OC(C)(C)C)=O)=O tert-butyl (2-hydrazineyl-2-oxoethyl)carbamate